OCCSCCC(=O)NC 3-[(2-hydroxyethyl)sulfanyl]-N-methylpropionamide